ClC1=C2C=C(N(C2=CC=C1)C(=O)OC(C)(C)C)CN1C(N(C=2N=C(N(C2C1=O)C)C(C1=CC=NC=C1)=O)C)=O tert-Butyl 4-chloro-2-((8-isonicotinoyl-3,7-dimethyl-2,6-dioxo-2,3,6,7-tetrahydro-1H-purin-1-yl)methyl)-1H-indole-1-carboxylate